FC=1C=CC=C2C(=CN(C12)COCC[Si](C)(C)C)B1OC(C(O1)(C)C)(C)C 7-fluoro-3-(tetramethyl-1,3,2-dioxaborolan-2-yl)-1-{[2-(trimethylsilyl)ethoxy]Methyl}-1H-indole